COC(C1=C(C=C(C=C1)C=1OC(=NN1)C)Br)=O.O=C1NC2=C(N1CC1=CC=C(CNS(=O)(=O)C)C=C1)C=CC=C2 N-(4-((2-oxo-2,3-dihydro-1H-benzo[d]imidazol-1-yl)methyl)benzyl)methanesulfonamide methyl-2-bromo-4-(5-methyl-1,3,4-oxadiazol-2-yl)benzoate